(β-D-Glucopyranosyl)-D-glucopyranose [C@@H]1([C@H](O)[C@@H](O)[C@H](O)[C@H](O1)CO)C1(O)[C@H](O)[C@@H](O)[C@H](O)[C@H](O1)CO